C(C(C)(C)C)N1CC2=C(CC1)NN=C2C=O (5-neopentyl-4,5,6,7-tetrahydro-1H-pyrazolo[4,3-c]pyridin-3-yl)methanone